2-(((2R,3S,4R,5R)-5-(6-amino-2-chloro-9H-purin-9-yl)-3-ethynyl-3,4-dihydroxytetrahydrofuran-2-yl)methoxy)-2-(3-chlorobenzyl)malonic acid NC1=C2N=CN(C2=NC(=N1)Cl)[C@H]1[C@@H]([C@@]([C@H](O1)COC(C(=O)O)(C(=O)O)CC1=CC(=CC=C1)Cl)(O)C#C)O